2-Fluoro-N-(4-methyl-3-(2-(5-(pyrazin-2-ylamino)-1H-pyrazol-3-yl)ethyl)phenyl)-5-(trifluoromethyl)benzamide FC1=C(C(=O)NC2=CC(=C(C=C2)C)CCC2=NNC(=C2)NC2=NC=CN=C2)C=C(C=C1)C(F)(F)F